O=C(C(=O)OCC=CC(=O)OC(C)(C)C)CCC(=O)OCC 1-(4-(tert-butoxy)-4-oxobut-2-en-1-yl) 5-ethyl 2-oxopentanedioate